CCCCCCCCCCC=CCC Tetradec-11-ene